CC=1C=C(OCC(=O)N)C=CC1C 3,4-dimethylphenoxyacetamide